BrC1=CC=C(C=C1)CCOCOC 1-Bromo-4-[2-(methoxymethoxy)ethyl]benzene